2-(2-trifluoromethylphenoxy)acetaldehyde FC(C1=C(OCC=O)C=CC=C1)(F)F